Myristyl Heptatriacontanoate C(CCCCCCCCCCCCCCCCCCCCCCCCCCCCCCCCCCCC)(=O)OCCCCCCCCCCCCCC